N1(CCOCC1)C=1C=CC2=C(NC(=N2)C2=NNC3=CC=C(C=C23)C(C(=O)N)C)C1 3-(6-morpholinyl-1H-benzimidazol-2-yl)-1H-indazol-5-yl-propionamide